4-((((4R,5R)-7-ethyl-4-(4-fluorophenyl)-6-oxo-1-phenyl-5-(3-(trifluoromethyl)benzamido)-4,5,6,7-tetrahydro-1H-pyrazolo[3,4-b]pyridine-3-yl)methyl)amino)-4-oxobut-2-enoate C(C)N1C2=C([C@H]([C@H](C1=O)NC(C1=CC(=CC=C1)C(F)(F)F)=O)C1=CC=C(C=C1)F)C(=NN2C2=CC=CC=C2)CNC(C=CC(=O)[O-])=O